(1R,3S,4R)-N-[(1S)-1-cyano-2-[(3S)-2-oxo-3-piperidyl]ethyl]-2-[(2S)-3,3-dimethyl-2-[(2,2,2-trifluoroacetyl)amino]butanoyl]-5,5-difluoro-2-azabicyclo[2.2.2]octane-3-carboxamide C(#N)[C@H](C[C@H]1C(NCCC1)=O)NC(=O)[C@H]1N([C@H]2CC([C@@H]1CC2)(F)F)C([C@H](C(C)(C)C)NC(C(F)(F)F)=O)=O